C(C1=CC=CC=C1)C1CCN(CC1)CC=1NC(=NN1)C=1NC2=CC(=CC=C2C1)OC 2-(5-((4-benzylpiperidin-1-yl)methyl)-4H-1,2,4-triazol-3-yl)-6-methoxy-1H-indole